5-[3-(5-Thioxo-4H-[1,2,4]oxadiazol-3-yl)phenyl]-1H-naphtho[1,2-b][1,4]diazepine-2,4(3H,5H)-dione sodium salt [Na].S=C1NC(=NO1)C=1C=C(C=CC1)N1C2=C(NC(CC1=O)=O)C1=CC=CC=C1C=C2